[Cr].[Ni].[Cu] copper nickel-chromium